2-((2-((3-bromo-4-methoxyphenyl)amino)-2-oxoethyl)thio)-1H-imidazole-4-carboxylic acid BrC=1C=C(C=CC1OC)NC(CSC=1NC=C(N1)C(=O)O)=O